ClC=1C=C(C=CC1)[C@H](C)NC1=CC(N(C(N1)=O)C(C)C)=O (S)-6-((1-(3-chlorophenyl)ethyl)amino)-3-isopropylpyrimidine-2,4(1h,3h)-dione